4-((5-amino-7-oxo-6,7-dihydro-1H-pyrazolo[4,3-d]pyrimidin-1-yl)methyl)-3-methoxybenzoic acid NC=1NC(C2=C(N1)C=NN2CC2=C(C=C(C(=O)O)C=C2)OC)=O